(S)-12-methyl-tetradecanoic acid methyl ester COC(CCCCCCCCCC[C@H](CC)C)=O